C12C(C(CCC1)[SiH3])O2 (3-epoxycyclohexyl)silane